1-(4-((4-((3S,4S)-4-(3,4-dihydroisoquinolin-2(1H)-yl-1,1-d2)-3-hydroxypiperidine-1-carbonyl)-5-fluoropyridin-2-yl)amino)piperidin-1-yl)ethan-1-one C1(N(CCC2=CC=CC=C12)[C@@H]1[C@H](CN(CC1)C(=O)C1=CC(=NC=C1F)NC1CCN(CC1)C(C)=O)O)([2H])[2H]